N1=CC(=CC(=C1)C(=O)OC(C)(C)C)C(=O)OCC 5-tert-butyl 3-ethyl pyridine-3,5-dicarboxylate